(R)-5-ethyl-5-(3-(3-methoxypyridin-4-yl)phenyl)-8,8-dimethyl-5,8,9,10-tetrahydrobenzo[b][1,8]naphthyridin-6(7H)-one C(C)[C@@]1(C2=C(NC=3N=CC=CC13)CC(CC2=O)(C)C)C2=CC(=CC=C2)C2=C(C=NC=C2)OC